C(C)(C)(C)OC(C)(C)C di-tertbutyl ether